C(C)O\C(=C/OC1=CC=C(C=C1)CN1N=CC(=C1)CC(=O)O)\C(F)(F)F 1-[[4-[[(1Z)-2-ethoxy-3,3,3-trifluoro-1-propen-1-yl]oxy]phenyl]methyl]-1H-pyrazole-4-acetic acid